CC(CN1C(O[C@]2(C1)C[C@H](CCC2)CN2C=NC1=C2C=C(C=C1)C#N)=O)(C)C1=NC(=NO1)C(F)(F)F 1-[((5s,7s)-3-{2-methyl-2-[3-(trifluoromethyl)-1,2,4-oxadiazol-5-yl]propyl}-2-oxo-1-oxa-3-azaspiro[4.5]decan-7-yl)methyl]-1H-benzimidazole-6-carbonitrile